tert-butyl N-[4-(5-fluoro-1-triisopropylsilyl-indol-4-yl) cyclohex-3-en-1-yl]-N-methylcarbamate FC=1C(=C2C=CN(C2=CC1)[Si](C(C)C)(C(C)C)C(C)C)C1=CCC(CC1)N(C(OC(C)(C)C)=O)C